diphenyl-N,N'-di-[4-(phenyl-m-tolyl-amino)-phenyl]-biphenyl-4,4'-diamine C1(=CC=CC=C1)C=1C(=C(C=CC1NC1=CC=C(C=C1)N(C=1C=C(C=CC1)C)C1=CC=CC=C1)C1=CC=C(C=C1)NC1=CC=C(C=C1)N(C=1C=C(C=CC1)C)C1=CC=CC=C1)C1=CC=CC=C1